OC1=C(C=CC(=C1)O)C(\C=C\C1=CC(=C(C=C1)OC)COC1=C(C=CC(=C1)C)C)=O (E)-1-(2,4-Dihydroxyphenyl)-3-[3-[(2,5-dimethylphenoxy)methyl]-4-methoxyphenyl]prop-2-en-1-one